OC1CC2CCC(C1)N2NN2C=CC1=CC(=CN=C21)C(=O)N ((3-hydroxyl-8-azabicyclo[3.2.1]octan-8-yl)amino)-1H-7-azaindole-5-carboxamide